5-ACETYLTHIOPHENE-3-CARBOXYLIC ACID C(C)(=O)C1=CC(=CS1)C(=O)O